ClC=1C=NC(=NC1)N1CCCCC1 (1-5-chloropyrimidin-2-yl)piperidin